CN1CCN(CC1)C(C=C)=O 1-(4-methylpiperazin-1-yl)prop-2-en-1-one